O=C1NC(CCC1N1C(C2=CC=C(C=C2C1)C#CCCCCN1CCN(CC1)C1=CC=C(C(=O)N2CCC(CC2)CCCCNC(\C=C\C=2C=NC=CC2)=O)C=C1)=O)=O (E)-N-(4-(1-(4-(4-(6-(2-(2,6-dioxopiperidin-3-yl)-1-oxoisoindoline-5-yl)hex-5-yn-1-yl)piperazin-1-yl)benzoyl)piperidin-4-yl)butyl)-3-(pyridin-3-yl)acrylamide